N-(6-methoxy-8-methyl-1-isoquinolyl)-5-(5-methyl-1,3,4-thiadiazol-2-yl)-N-[(3R)-3-piperidyl]pyridine-2-carboxamide COC=1C=C2C=CN=C(C2=C(C1)C)N(C(=O)C1=NC=C(C=C1)C=1SC(=NN1)C)[C@H]1CNCCC1